C(C)(C)(C)OC(=O)N1CCN(CC1)C1=NC=C(C=C1)C=1NC2=CC(=CC=C2C1C)Br.ClC=1N=NC(=CC1[C@@H]1[C@H](C1)C(C)C)C=1C(=NC(=NC1)OC)OC 3-chloro-6-(2,4-dimethoxypyrimidin-5-yl)-4-((1S,2R)-2-isopropylcyclopropyl)pyridazine tert-butyl-4-(5-(6-bromo-3-methyl-1H-indol-2-yl)pyridin-2-yl)piperazine-1-carboxylate